CC1(N(CCC1)CCNC(OC1=CC=C(C=C1)[N+](=O)[O-])=O)C 4-nitrophenyl (2-(2,2-dimethylpyrrolidin-1-yl)ethyl)carbamate